3-((3-(3,4-dihydroisoquinoline-2(1H)-yl)-2-hydroxypropyl)amino)-1H-pyrazolo[4,3-d]Pyrimidin-7-ol C1N(CCC2=CC=CC=C12)CC(CNC1=NNC2=C1N=CN=C2O)O